C(C)(C)(C)OC(=O)N1CCN(CC1)C=1C=C(C=2N(C1)C(=NC2)C)C2=C(C=C(C=C2)F)C(N(C(C)C)CC(F)F)=O 4-(8-{2-[(2,2-difluoroethyl)(isopropyl)carbamoyl]-4-fluorophenyl}-3-methylimidazo[1,5-a]pyridin-6-yl)piperazine-1-carboxylic acid tert-butyl ester